COC(=O)C1CCC(CC1)C=O (1R,4R)-4-formyl-cyclohexane-1-carboxylic acid methyl ester